Cl.C1(CCCC1)COC1=CC(=C2C(NC(=NC2=C1)N1CC2(C1)CCNCC2)=O)F 7-(cyclopentylmethoxy)-5-fluoro-2-(2,7-diazaspiro[3.5]nonan-2-yl)quinazolin-4(3H)-one hydrochloride